CC1=C(O)C=CC=C1O 2-Methyl-resorcin